(S)-4-[(R)-6-(2-Chloro-4-fluoro-phenyl)-5-methoxycarbonyl-2-thiazol-2-yl-3,6-dihydropyrimidin-4-ylmethyl]-morpholine-3-carboxylic acid ClC1=C(C=CC(=C1)F)[C@H]1C(=C(NC(=N1)C=1SC=CN1)CN1[C@@H](COCC1)C(=O)O)C(=O)OC